(S)-(3-aminopyrrolidin-1-yl)(3-methyl-5-(6-(1-methylpiperidin-4-yl)pyridin-3-yl)thiophen-2-yl)methanone N[C@@H]1CN(CC1)C(=O)C=1SC(=CC1C)C=1C=NC(=CC1)C1CCN(CC1)C